N-[(2S)-1-aminopropan-2-yl]-4-[4-[[3-[4-(difluoromethoxy)phenyl]imidazo[1,2-a]pyrazin-8-yl]amino]-2-methylbenzoyl]piperazine-1-carboxamide NC[C@H](C)NC(=O)N1CCN(CC1)C(C1=C(C=C(C=C1)NC=1C=2N(C=CN1)C(=CN2)C2=CC=C(C=C2)OC(F)F)C)=O